3-(5-Cyano-1,4,5,6-tetrahydropyrrolo[3,4-c]pyrazol-3-yl)-N,N-dimethylbenzene-sulfonamide C(#N)N1CC=2NN=C(C2C1)C=1C=C(C=CC1)S(=O)(=O)N(C)C